tris(p-toluenesulfonyl)iron CC1=CC=C(C=C1)S(=O)(=O)[Fe](S(=O)(=O)C1=CC=C(C)C=C1)S(=O)(=O)C1=CC=C(C)C=C1